amino-2-(3,5-dichloro-4-((4'-fluoro-2'-oxospiro[cyclobutane-1,3'-indolin]-5'-yl)oxy)phenyl)-1,2,4-triazine-3,5(2H,4H)-dione NN1C(N(N=CC1=O)C1=CC(=C(C(=C1)Cl)OC=1C(=C2C3(C(NC2=CC1)=O)CCC3)F)Cl)=O